COC=1C=C(C=NC1)CNC(C1=CN=CC(=C1N1C[C@@]2(CCCN2)CC1)C1=CC(=CC(=C1)F)F)=O N-[(5-methoxy-3-pyridyl)methyl]-4-{(R)-1,7-diaza-7-spiro[4.4]nonyl}-5-(3,5-difluorophenyl)nicotinamide